OC=1C=C2C(N(C=NC2=CC1)C=1C=CC(=NC1)N1CCN(CC1)C(=O)OC(C)(C)C)=O tert-butyl 4-[5-(6-hydroxy-4-oxo-quinazolin-3-yl)-2-pyridyl]piperazine-1-carboxylate